COC(=O)C=1C=C(C2=C([C@](CO2)(C2=CC=CC=C2)C)C1)C(NC)=O.CC1=CC=2C3=C(NC2C=C1)C(N(C=N3)CCC(=O)NCC=3C=C(C(=O)N)C=CC3)=O |r| 3-((3-(8-methyl-4-oxo-4,5-dihydro-3H-pyrimido[5,4-b]indol-3-yl)propanamido)methyl)benzamide (+/-)-methyl-3-methyl-7-(methylcarbamoyl)-3-phenyl-2,3-dihydrobenzofuran-5-carboxylate